6-[4-[4-[3-oxo-4-(trifluoromethyl)-3,5,6,7-tetrahydro-2H-cyclopenta[c]pyridazin-7-yl]morpholin-2-carbonyl]piperazin-1-yl]nicotinonitrile O=C1C(=C2C(=NN1)C(CC2)N2CC(OCC2)C(=O)N2CCN(CC2)C2=NC=C(C#N)C=C2)C(F)(F)F